ClC=1C(=C2C=NNC2=C(C1F)C=C(C)C)C=1N=CC=2N(C1)C=C(N2)NC(=O)[C@H]2[C@H](C2)F (1S,2S)-N-(6-(5-chloro-6-fluoro-7-(2-methylprop-1-en-1-yl)-1H-indazol-4-yl)imidazo[1,2-a]pyrazin-2-yl)-2-fluorocyclopropane-1-carboxamide